4-((2-(dimethylphosphoryl)phenyl)amino)-2-(methylsulfonyl)pyrimidine-5-carbonitrile CP(=O)(C)C1=C(C=CC=C1)NC1=NC(=NC=C1C#N)S(=O)(=O)C